CN1N=C(C(=C1)N)C(F)(F)F 1-methyl-3-(trifluoromethyl)-1H-pyrazol-4-amine